3-[[4-amino-8-(trans-4-aminocyclohexyloxy)-5,5-dimethyl-6H-benzo[H]quinazolin-7-yl]sulfanyl]propionitrile NC1=NC=NC=2C3=C(CC(C12)(C)C)C(=C(C=C3)O[C@@H]3CC[C@H](CC3)N)SCCC#N